COC(C1=CC=C(C=C1)N1CCC2(CC(C2)N2[C@@H](CCC2)C2=C(C=CC=C2)C(C)C)CC1)=O 4-(2-((S)-2-(2-isopropylphenyl)pyrrolidin-1-yl)-7-azaspiro[3.5]non-7-yl)benzoic acid methyl ester